OC(CN(CCCCC(=O)OCCN1CCN(CC1)CCSSCCCCN(CC(CCCCCC\C=C/C\C=C/CCCCC)O)CC(CCCCCC\C=C/C\C=C/CCCCC)O)CC(CCCCCC\C=C/C\C=C/C\C=C/CC)O)CCCCCC\C=C/C\C=C/C\C=C/CC 2-(4-(2-((4-(Bis((9Z,12Z)-2-hydroxyoctadeca-9,12-dien-1-yl)amino)butyl)disulfaneyl)ethyl)piperazin-1-yl)ethyl 5-(bis((9Z,12Z,15Z)-2-hydroxyoctadeca-9,12,15-trien-1-yl)amino)pentanoate